4-hydroxy-3,5-bis(hydroxymethyl)phenylacetylene OC1=C(C=C(C=C1CO)C#C)CO